2-(6-(4-(2,6-diazaspiro[3.5]nonan-6-yl)phenyl)-4,7-dichloro-2H-indazol-2-yl)-2-((R)-6-fluoro-6,7-dihydro-5H-pyrrolo[1,2-c]imidazol-1-yl)-N-(thiazolyl)acetamide C1NCC12CN(CCC2)C2=CC=C(C=C2)C=2C=C(C1=CN(N=C1C2Cl)C(C(=O)NC=2SC=CN2)C2=C1N(C=N2)C[C@@H](C1)F)Cl